O=C1N(C(C2=CC=CC=C12)=O)CCOCCOCCCCCCCCCC(=O)O 10-{2-[2-(1,3-dioxo-2,3-dihydro-1H-isoindol-2-yl)ethoxy]ethoxy}-decanoic acid